ClC=1C(=NC(=NC1)NC1=C(C=C(C(=C1)CC)N1CCC(CC1)NC)OC)NC1=C(C=C(C=C1)OC)NS(=O)(=O)C N-[2-[[5-chloro-2-[5-ethyl-2-methoxy-4-[4-(methylamino)-1-piperidyl]anilino]pyrimidine-4-yl]amino]-5-methoxyphenyl]methanesulfonamide